OC1=NOC(=C1)C(=O)N(C)C(C(NC1=CC=C(C=C1)[Si](C)(C)C)=O)C1=CC=C(C=C1)OCCCOC 3-hydroxy-N-(1-(4-(3-methoxypropoxy)phenyl)-2-oxo-2-((4-(trimethylsilyl)phenyl)amino)ethyl)-N-methyl-1,2-oxazole-5-carboxamide